ClC1=CC=C(C=C1)NC=1NC(=C(C(N1)C1=CC=C(C=C1)F)C(=O)OCC)C Ethyl 2-((4-chlorophenyl)amino)-4-(4-fluorophenyl)-6-methyl-1,4-dihydropyrimidine-5-carboxylate